benzyl 4-[[3-(hydroxymethyl)-1-bicyclo[1.1.1]pentanyl]methyl]piperazine-1-carboxylate OCC12CC(C1)(C2)CN2CCN(CC2)C(=O)OCC2=CC=CC=C2